4-morpholino-6-[2-(3-thienylmethyl)pyrrolidin-1-yl]-1H-pyridin-2-one O1CCN(CC1)C1=CC(NC(=C1)N1C(CCC1)CC1=CSC=C1)=O